1-ethyl-1,3-propanediamine C(C)C(CCN)N